Tert-butyl (2-iodophenyl)(thiazol-2-yl)carbamate IC1=C(C=CC=C1)N(C(OC(C)(C)C)=O)C=1SC=CN1